tert-butyl (R)-(5-azaspiro[2.4]heptane-7-yl)carbamate C1CC12CNC[C@@H]2NC(OC(C)(C)C)=O